FC1(C(NCC1)CC(=O)NC(C)(C)C1=NC=CC2=CC=CC=C12)F (3,3-Difluoropyrrolidin-2-yl)-N-(2-(isoquinolin-1-yl)propan-2-yl)acetamide